[Si](C1=CC=CC=C1)(C1=CC=CC=C1)(C(C)(C)C)OC[C@@H]1N(C(C[C@H]1CC1CC1)=O)C(=O)OC(C)(C)C tert-butyl (2R,3R)-2-[[tert-butyl(diphenyl)silyl]oxymethyl]-3-(cyclopropylmethyl)-5-oxo-pyrrolidine-1-carboxylate